OCCCNC(C=C)=O N-hydroxypropylacrylamide